N[C@H](CC#N)C (S)-3-Aminobutanenitrile